ClC1=CC(=CN(N1)C)NC1=NN2C(CN(CC2)C)=C1 6-Chloro-2-methyl-4-(5-methyl-4,5,6,7-tetrahydropyrazolo[1,5-a]pyrazin-2-ylamino)pyridazin